C(#N)C1=C(C=C(C=C1)N(C(=O)C1=CC=2N(C=C1)N=CC2C=2C=CC(=NC2)NC(OC)=O)C)C methyl N-[5-[5-[(4-cyano-3-methyl-phenyl)-methyl-carbamoyl]pyrazolo[1,5-a]pyridin-3-yl]-2-pyridyl]carbamate